NC=1C2=C(N=CN1)N(C=C2)[C@H]2[C@@H]([C@@H]([C@@]1(C[C@H]21)CSC2=CC=C1C=CC(=NC1=C2)N)O)O (1S,2R,3S,4R,5S)-4-(4-Amino-7H-pyrrolo[2,3-d]pyrimidin-7-yl)-1-(((2-aminoquinolin-7-yl)thio)methyl)bicyclo[3.1.0]hexane-2,3-diol